N-ethyloctadecan-1-amine C(C)NCCCCCCCCCCCCCCCCCC